13-{{5-(dimethylamino)tetrahydro-methyl-2H-pyran-2-YL}oxy}-9-ethyl-2,3,3A,5A,5B,6,9,10,11,12,13,14,16A,16B-tetradecahydro-14-methyl-1H-as-indaceno{3,2-D}oxacyclododecin-7,15-dione CN(C)CC1CCC(OC1)OC1C(C(C=2C(CC(OC(CCC1)CC)=O)C1C=CC3CCCC3C1C2)=O)C